(1S,2S)-2-fluoro-N-(5-(4-methoxy-1H-pyrrolo[2,3-b]pyridin-5-yl)pyrazolo[1,5-a]pyridin-2-yl)cyclopropane-1-carboxamide F[C@@H]1[C@@H](C1)C(=O)NC1=NN2C(C=C(C=C2)C=2C(=C3C(=NC2)NC=C3)OC)=C1